(E)-5-((4-Amino-8-(4-(2-cyanovinyl)-2,6-dimethylphenyl)quinazolin-2-yl)amino)pyrazine-2-carbonitrile NC1=NC(=NC2=C(C=CC=C12)C1=C(C=C(C=C1C)\C=C\C#N)C)NC=1N=CC(=NC1)C#N